methyl 2-((4-fluoro-phenyl)-amino)-benzoate FC1=CC=C(C=C1)NC1=C(C(=O)OC)C=CC=C1